(naphthalen-1-yl)-2-[4-(pyrimidin-2-yl)piperazin-1-yl]ethanesulfonamide C1(=CC=CC2=CC=CC=C12)C(CN1CCN(CC1)C1=NC=CC=N1)S(=O)(=O)N